1,4-bistrifluoromethylbenzene FC(C1=CC=C(C=C1)C(F)(F)F)(F)F